NC1=C(C(=CC2=C1N=C(S2)C(CCC(=O)O)=O)OC)O 4-(4-amino-5-hydroxy-6-methoxybenzo[d]thiazol-2-yl)-4-oxobutanoic acid